C(C)(=O)OC1CCC2=C1N=C(N=C2Cl)Cl 2,4-dichloro-6,7-dihydro-5H-cyclopenta[d]pyrimidin-7-yl acetate